C([C@H](O)CC(=O)[O-])(=O)O hydrogen D-malate